2,2'-bis(trifluoromethyl)-(1,1'-biphenyl) FC(C1=C(C=CC=C1)C1=C(C=CC=C1)C(F)(F)F)(F)F